FC(C1=NN(C=C1C1=NC(=C(C=C1)F)C)[C@@H]1C[C@H](C1)CNC=1C=C2C(N(C(C2=CC1)=O)C1C(NC(CC1)=O)=O)=O)F 5-(((trans-3-(3-(difluoromethyl)-4-(5-fluoro-6-methylpyridin-2-yl)-1H-pyrazol-1-yl)cyclobutyl)methyl)amino)-2-(2,6-dioxopiperidin-3-yl)isoindoline-1,3-dione